3-(4-Cyclopropyl-2,5-dioxo-imidazolin-4-yl)-propionic acid C1(CC1)C1(NC(NC1=O)=O)CCC(=O)O